N-[5-(1H-benzimidazol-2-yl)-1H-pyrazol-3-yl]-6-[4-(1-hydroxyl-methyl-ethyl)-1-piperidyl]pyridine-3-carboxamide N1C(=NC2=C1C=CC=C2)C2=CC(=NN2)NC(=O)C=2C=NC(=CC2)N2CCC(CC2)C(C)(O)C